BrC1=CC=CC(=N1)OCC1=C(C#N)C=CC=C1OC (((6-bromopyridin-2-yl)oxy)methyl)-3-methoxybenzonitrile